BrC=1C=C(C=CC1)C1(CCCC1)CN 1-(3-bromophenyl)cyclopentanemethylamine